CC(=C[C@@H]1[C@H](C1(C)C)C(=O)O)C The molecule is a trans-chrysanthemic acid in which both stereocentres have R configuration. It derives from a (R,R)-chrysanthemal. It is a conjugate acid of a (R,R)-chrysanthemate. It is an enantiomer of a (-)-trans-chrysanthemic acid.